ethyl N-butyrate C(CCC)(=O)OCC